C[Si](OC(C(F)(F)F)=CC(C(F)(F)F)=O)(C)C 2-trimethylsiloxy-1,1,1,5,5,5-hexafluoro-2-penten-4-one